C(C)C1N(CN(C1)S(=O)(=O)C=1C=C(C#N)C=CC1)N1C=NC=2C1=C1C(=NC2)NC=C1 3-((4-Ethyl-3-(imidazo[4,5-d]pyrrolo[2,3-b]pyridin-1(6H)-yl)imidazolin-1-yl)sulfonyl)benzonitrile